trans-N-(6-chloroquinolin-2-yl)-4-(2-(cis-3-(trifluoromethoxy)cyclobutoxy)acetamido)cyclohexanecarboxamide ClC=1C=C2C=CC(=NC2=CC1)NC(=O)[C@@H]1CC[C@H](CC1)NC(CO[C@@H]1C[C@@H](C1)OC(F)(F)F)=O